diaminoplatinum(IV) chloride N[Pt](N)(Cl)Cl